NC1=C(C=C(C=N1)C1=NN2C(=C1)[C@@]1(CN(CC1)C(=O)NC(C)(C)C1=C(C=CC=C1)Cl)OCC2)OC(F)(F)F |r| (rac)-2-[6-amino-5-(trifluoromethoxy)pyridin-3-yl]-N-[2-(2-chlorophenyl)propan-2-yl]-6,7-dihydrospiro[pyrazolo[5,1-c][1,4]oxazine-4,3'-pyrrolidine]-1'-carboxamide